[N+](=[N-])=CC(CCC1=CSC=C1C)=O 1-diazo-4-(4-methylthiophen-3-yl)butan-2-one